Ethyl octanoate ETHYL-CAPRYLATE C(C)OC(CCCCCCC)=O.C(CCCCCCC)(=O)OCC